5,5'-(((2-((5-(bromomethyl)-2,2-dimethyl-1,3-dioxan-5-yl)methoxy)propane-1,3-diyl)bis(oxy))bis(methylene))bis(2,2,5-trimethyl-1,3-dioxane) BrCC1(COC(OC1)(C)C)COC(COCC1(COC(OC1)(C)C)C)COCC1(COC(OC1)(C)C)C